4-((S)-5-methyl-3-((R)-1,1,1-trifluoro-2-hydroxypropan-2-yl)-5,6-dihydroimidazo[1,5-a]pyrazolo[5,1-c]pyrazin-9-yl)bicyclo[2.1.1]hexane-1-carboxylic acid C[C@H]1CN2C(C=3N1C(=NC3)[C@@](C(F)(F)F)(C)O)=CC(=N2)C23CCC(C2)(C3)C(=O)O